N-(3,3-diphenylallyl)-4-fluoro-N-(2-(pyrrolidin-1-yl)ethyl)benzenesulfonamide C1(=CC=CC=C1)C(=CCN(S(=O)(=O)C1=CC=C(C=C1)F)CCN1CCCC1)C1=CC=CC=C1